tert-butyl 4-(6-((4-(benzothiazole-6-yl)-5-fluoropyrimidine-2-yl)amino)nicotinoyl)piperazine-1-carboxylate S1C=NC2=C1C=C(C=C2)C2=NC(=NC=C2F)NC2=NC=C(C(=O)N1CCN(CC1)C(=O)OC(C)(C)C)C=C2